COCN1N=CN=C1 1-(methoxymethyl)-1H-1,2,4-triazole